ClC1=CC=C(CN2CCN(C3=CC=CC=C23)CCN2CCCC2)C=C1 1-(4-(4-chlorobenzyl)-3,4-dihydroquinoxalin-1(2H)-yl)-2-(pyrrolidin-1-yl)ethane